2-((4-chloro-2-fluorophenoxy)methyl)-5-(1H-tetrazol-5-yl)pyridine ClC1=CC(=C(OCC2=NC=C(C=C2)C2=NN=NN2)C=C1)F